N1C(N=CC2=C1C=CN=C2)=O pyrido[4,3-d]pyrimidin-2-one